(S)-3-Methylhept-6-en-1-ol C[C@H](CCO)CCC=C